Cl.NC1=CC(=NC=C1C1=NC(=NC=C1)C)NC(C)=O N-(4-amino-5-(2-methylpyrimidin-4-yl)pyridin-2-yl)acetamide hydrochloride